C(C=CC1=CC=CC=C1)(=O)[O-] cinnamoate